C(C)(C)(C)C12CC(C1)(C2)C(=O)NC2CN(C2)C2=CC(=C(C(=C2)F)C2C(NC(CC2)=O)=O)F 3-(tert-butyl)-N-(1-(4-(2,6-dioxopiperidin-3-yl)-3,5-difluorophenyl)azetidin-3-yl)bicyclo[1.1.1]pentane-1-carboxamide